NC1=NC=C(C(=O)NCCN2CCOCC2)C=C1OC(C)C1=C(C(=CC=C1Cl)F)Cl 6-amino-5-[1-(2,6-dichloro-3-fluoro-phenyl)-ethoxy]-N-(2-morpholin-4-yl-ethyl)-nicotinamide